C(CCCCCCC\C=C/C[C@H](O)CCCCCC)(=O)OC(C1=CC=CC=C1)(C1=CC=CC=C1)C1=CC=CC=C1 triphenylmethyl ricinoleate